4-((3R,5R)-5-ethoxy-2-((5-methoxy-7-methyl-1H-indol-4-yl)methyl)-2-azabicyclo[2.2.2]octan-3-yl)benzoic acid C(C)O[C@H]1C2[C@@H](N(C(C1)CC2)CC2=C1C=CNC1=C(C=C2OC)C)C2=CC=C(C(=O)O)C=C2